COC(=O)C1CC(C1)O (1s,3s)-methyl 3-hydroxycyclobutanecarboxylate